aluminum alloyl-cadmium C(C=C)(=O)[Cd].[Al]